Cl.CC=1C=C(N)C=CC1 3-methyl-aniline hydrochloride